3-(N-(2-(endo-3-hydroxy-8-azabicyclo[3.2.1]octan-8-yl)-5-(trifluoromethyl)phenyl)sulfamoyl)-4-methoxybenzoic acid OC1CC2CCC(C1)N2C2=C(C=C(C=C2)C(F)(F)F)NS(=O)(=O)C=2C=C(C(=O)O)C=CC2OC